C1(=CC=CC=C1)C=1C=C(C=CC1)N1C(C2=NC=3C=CC=CC3C(N2C=2C=CC=CC12)=O)=O 5-(3-phenylphenyl)quinoxalino[2,1-b]quinazoline-6,12-dion